1-(1-(2-(8-methoxyimidazo[1,2-a]pyrazin-6-yl)pyridin-4-yl)ethyl)urea COC=1C=2N(C=C(N1)C1=NC=CC(=C1)C(C)NC(=O)N)C=CN2